methyl (R)-2-(((S)-4-(2-(5-((6,7-difluoro-4-((methyl-d3)thio)-1H-indol-5-yl)oxy)-2-fluorophenyl)-1H-imidazol-4-yl)-4-(methyl-d3)chroman-8-yl)methyl)propanoate FC1=C(C(=C2C=CNC2=C1F)SC([2H])([2H])[2H])OC=1C=CC(=C(C1)C=1NC=C(N1)[C@]1(CCOC2=C(C=CC=C12)C[C@H](C(=O)OC)C)C([2H])([2H])[2H])F